C(C1=CC=CC=C1)[N+](C)(C)C benzyltri-methylammonium